5-(((2r,3r,4r,5r,6r)-3-acetamido-4,5-diacetoxy-6-(acetoxymethyl)tetrahydro-2H-pyran-2-yl)oxy)pentanoic acid C(C)(=O)N[C@H]1[C@@H](O[C@@H]([C@@H]([C@@H]1OC(C)=O)OC(C)=O)COC(C)=O)OCCCCC(=O)O